pyrido[2,1-b]pyrimidin N1=C2N(CC=C1)C=CC=C2